FC(C=1C=C(C=C(C1)C(F)(F)F)C1=NN(C=N1)\C=C(/C(=O)N)\C=1C(=NC=CC1)F)(F)F (Z)-3-(3-(3,5-bis(trifluoromethyl)phenyl)-1H-1,2,4-triazol-1-yl)-2-(2-fluoropyridin-3-yl)acrylamide